5-methyl-4-[(1s,4s)-4-aminocyclohexyl]-1,3-thiazol-2-amine CC1=C(N=C(S1)N)C1CCC(CC1)N